3-[(R)-1-((S)-7-nitro-2,3-dihydro-benzo[1,4]dioxin-2-ylmethyl)-piperidin-3-yl]-phenol [N+](=O)([O-])C=1C=CC2=C(O[C@H](CO2)CN2C[C@H](CCC2)C=2C=C(C=CC2)O)C1